CNC(OC1=C(C=CC=C1)C1OC(C(O1)C)C)=O 2-(4,5-dimethyl-1,3-dioxolan-2-yl)phenyl methylcarbamate